1-(Tert-butyl)-N-(2,4-difluoro-5-(8-morpholinoimidazo[1,2-a]pyridin-6-yl)phenyl)-5-fluoro-1H-pyrazole-4-carboxamide C(C)(C)(C)N1N=CC(=C1F)C(=O)NC1=C(C=C(C(=C1)C=1C=C(C=2N(C1)C=CN2)N2CCOCC2)F)F